CO[C@H]1[C@@H]([C@H]([C@H]([C@H](O1)CO)O)O[C@H]2[C@@H]([C@H]([C@@H]([C@H](O2)C(=O)[O-])O)OS(=O)(=O)[O-])O)O The molecule is the carbohydrate acid derivative anion formed from beta-D-GlcA3S-(1->3)-beta-D-Gal-OMe by loss of two protons, one from each of its sulfo and carboxy groups. It is a carbohydrate acid derivative anion and an organosulfate oxoanion. It is a conjugate base of a beta-D-GlcA3S-(1->3)-beta-D-Gal-OMe.